2-(((ethoxycarbonyl)(methyl)amino)methyl)benzoic acid C(C)OC(=O)N(C)CC1=C(C(=O)O)C=CC=C1